C1NN=CC=2C=CC3=C(C12)C(N=C3)=O Dihydro-9H-pyrrolo[3,4-f]phthalazin-9-one